ClC1=C(C=C(N=N1)C=1C(NC(NC1)=O)=O)C1CCC1 5-(6-Chloro-5-cyclobutyl-pyridazin-3-yl)-1H-pyrimidine-2,4-dione